COC1=CC=C2C=NC(=NC2=C1)C1=CC=CC=C1 7-Methoxy-2-phenylquinazolin